1-(1-octyl)-3-methylimidazolium C(CCCCCCC)N1C=[N+](C=C1)C